ClC=1C(=C(N=NC1)C1CC1)OC chloro-3-cyclopropyl-4-methoxypyridazine